5-(2-(4-chloro-3-methoxy-5-methylphenylamino)-5-methylpyrimidin-4-ylamino)benzo[d]oxazol-2(3H)-one trifluoroacetate salt FC(C(=O)O)(F)F.ClC1=C(C=C(C=C1C)NC1=NC=C(C(=N1)NC=1C=CC2=C(NC(O2)=O)C1)C)OC